rac-6-methyl-7-oxa-3-azabicyclo[4.1.0]heptane-3-carboxylic acid tert-butyl ester C(C)(C)(C)OC(=O)N1CC2OC2(CC1)C